(±)-2-(2,2-diphenylcyclopropyl)-2-imidazoline succinic acid salt C(CCC(=O)O)(=O)O.C1(=CC=CC=C1)C1([C@@H](C1)C=1NCCN1)C1=CC=CC=C1 |r|